(R)-2-(3-(3-(3-(6-(8-(benzo[d]thiazol-2-ylcarbamoyl)-3,4-dihydroisoquinolin-2(1H)-yl)-2-(tert-butoxycarbonyl)pyridin-3-yl)-2-methylphenoxy)propyl)piperidin-1-yl)acetic acid S1C(=NC2=C1C=CC=C2)NC(=O)C=2C=CC=C1CCN(CC21)C2=CC=C(C(=N2)C(=O)OC(C)(C)C)C=2C(=C(OCCC[C@@H]1CN(CCC1)CC(=O)O)C=CC2)C